di-tert-butyl-(fluorosilane) C(C)(C)(C)[SiH](F)C(C)(C)C